Cl.CN(CCCN)CCCC1=NC=CC=C1 3-{methyl-[3-(pyridin-2-yl)propyl]amino}propan-1-amine hydrochloride